C(C)[Si](O[Si](CCCC(C(=O)N)=C)(O[Si](CC)(CC)CC)O[Si](CC)(CC)CC)(CC)CC 3-tris(triethylsiloxy)silylpropylacrylamide